1-benzoyl-2-pyrrolidone C(C1=CC=CC=C1)(=O)N1C(CCC1)=O